OCCOCCOCCOCCOCCOCC 1,4,7,10,13,16-hexaoxa-octadecane